NCCCC(C(CCCN)C)C 1,8-diamino-4,5-dimethyloctane